C(=O)C1CCC(CC1)C(=O)N[C@H](C(=O)N1[C@@H](C[C@H](C1)O)C(=O)NCC1=CC=C(C=C1)C1=C(N=CS1)C)C(C)(C)C (2S,4R)-1-((S)-2-((1SR,4SR)-4-formylcyclohexane-1-carboxamido)-3,3-dimethylbutanoyl)-4-hydroxy-N-(4-(4-methylthiazol-5-yl)benzyl)pyrrolidine-2-carboxamide